O1C(=NC=C1)C(=O)O oxazol-2-carboxylic acid